CS(=O)(=O)O[Pd] palladio methanesulfonate